C1(CC1)C(C1CC1)NC(=O)C1=CC(=NN1CCO)C=1C=C(C=CC1)C=1OC(=CN1)C(=O)N[C@@H](C(C)C)C(=O)OCC ethyl (2-(3-(5-((dicyclopropylmethyl)carbamoyl)-1-(2-hydroxyethyl)-1H-pyrazol-3-yl)phenyl)oxazole-5-carbonyl)-L-valinate